ClC(C(=O)O)CCC Chloropentanoic acid